N=1NC=C2C(N=C3N(C21)C=2C(=N3)C=CC2)=O cyclopent[4,5]imidazo[1,2-a]pyrazolo[4,3-e]pyrimidin-4(2H)-one